[C@H]12CNC[C@H](CC1)N2C2=NC(=NC1=C(C(=C(C=C21)Cl)C2=CC=C(C1=C2N=C(S1)N)F)F)OCC12CCCN2CC(C1)(F)F 4-(4-((1R,5S)-3,8-diazabicyclo[3.2.1]octan-8-yl)-6-chloro-2-((2,2-difluorotetrahydro-1H-pyrrolizin-7a(5H)-yl)methoxy)-8-fluoroquinazolin-7-yl)-7-fluorobenzo[d]thiazol-2-amine